O=CCC(C)O 4-oxo-2-butanol